tert-butyl 4-[4-[3-cyano-4-(trifluoromethylsulfonyloxy)pyrazolo[1,5-a]pyridin-6-yl]-5-methyl-pyrazol-1-yl]piperidine-1-carboxylate C(#N)C=1C=NN2C1C(=CC(=C2)C=2C=NN(C2C)C2CCN(CC2)C(=O)OC(C)(C)C)OS(=O)(=O)C(F)(F)F